3-bicyclohexane-one C1(CC(CCC1)=O)C1CCCCC1